3-bromophenothiazine BrC=1C=CC=2NC3=CC=CC=C3SC2C1